(R)-1-(2-(2-(1-(2-(1-fluorocyclopropane-1-carbonyl)-2-azaspiro[3.4]oct-6-yl)piperidin-4-yl)phenoxy)ethyl)pyrrolidin-2-one formate C(=O)O.FC1(CC1)C(=O)N1CC2(C1)C[C@@H](CC2)N2CCC(CC2)C2=C(OCCN1C(CCC1)=O)C=CC=C2